4-Butoxybenzenemethanamine C(CCC)OC1=CC=C(C=C1)CN